FC1=C(CC2(CCOCC2)CNC(=O)C=2NC(C=CN2)=O)C=CC(=C1)F N-((4-(2,4-difluorobenzyl)tetrahydro-2H-pyran-4-yl)methyl)-6-oxo-1,6-dihydropyrimidine-2-carboxamide